N1C=NC2=C1C=CC(=C2)NC=2N=NC(=CC2)C 1H-benzimidazol-5-yl-(6-methyl-pyridazin-3-yl)amine